N-(2-chloro-6-methylphenyl)-2-(4-((4-methylpiperazin-1-yl)methyl)benzamido)thiazole-5-carboxamide ClC1=C(C(=CC=C1)C)NC(=O)C1=CN=C(S1)NC(C1=CC=C(C=C1)CN1CCN(CC1)C)=O